2-[(2's,4r)-6-bromo-2'-fluoro-1-oxospiro[3H-isoquinoline-4,1'-cyclopropane]-2-yl]-N-(5-chloropyrimidin-2-yl)acetamide BrC=1C=C2C(=CC1)C(N(C[C@]21[C@H](C1)F)CC(=O)NC1=NC=C(C=N1)Cl)=O